OCC(C)NC(=O)C=1C(N(N=C(C1)C1=CC=C(C=C1)C)C=1C=NN(C1)C)=O N-(1-hydroxy-prop-2-yl)-6-(4-methylphenyl)-2-(1-methyl-1H-pyrazol-4-yl)-3-oxo-2,3-dihydropyridazine-4-carboxamide